3-Bromo-5-chloro-2-fluorophenol BrC=1C(=C(C=C(C1)Cl)O)F